O1CCC2=NC=C(C=C21)C(=O)OC methyl 2,3-dihydrofuro[3,2-b]pyridine-6-carboxylate